C(#N)C=1C=C(C=CC1OC1CCOCC1)C1=C2C(=NC=C1)NC(=C2)C2=CCN(CC2)C(=O)OC(C)(C)C tert-butyl 4-(4-(3-cyano-4-((tetrahydro-2H-pyran-4-yl)oxy)phenyl)-1H-pyrrolo[2,3-b]pyridin-2-yl)-5,6-dihydropyridine-1(2H)-carboxylate